ClC1=C(C=CC=C1)C1=CC=2C(=NC=C(N2)C2=C(C=C(C=C2)S(=O)(=O)N(C)C)C)N1 4-(6-(2-Chlorophenyl)-5H-pyrrolo[2,3-b]pyrazin-2-yl)-N,N,3-trimethylbenzenesulfonamide